2,3-dibromo-3-(3,4-dimethylphenyl)-1-[3-(trifluoromethoxy)phenyl]propan-1-one BrC(C(=O)C1=CC(=CC=C1)OC(F)(F)F)C(C1=CC(=C(C=C1)C)C)Br